ethyl 2-(diethoxyphosphoryl)-2-methoxyacetate C(C)OP(=O)(OCC)C(C(=O)OCC)OC